monomenthyl succinate 3-monomenthyl-glutarate C1(CC(C(CC1)C(C)C)C(CC(=O)O)CC(=O)O)C.C(CCC(=O)O)(=O)OC1CC(CCC1C(C)C)C